FC1=C2CC(CC2=CC(=C1)O)C(=O)OCC ethyl 4-fluoro-6-hydroxy-2,3-dihydro-1H-indene-2-carboxylate